bicyclo[2.2.1]hept-5-en-2-ylmethyl-bicyclo[2.2.1]hept-5-ene-2-carboxylate C12C(CC(C=C1)C2)COC(=O)C2C1C=CC(C2)C1